The molecule is an N-hydroxy-alpha-amino acid having a 9-thiadecyl substituent at the 2-position. It derives from a hexahomomethionine. It is a conjugate acid of a N-hydroxyhexahomomethioninate. CSCCCCCCCCC(C(=O)O)NO